methoxy-4-formylbiphenyl COC1=C(C=CC(=C1)C=O)C1=CC=CC=C1